2-(2-(methylamino)-2-oxoethyl)benzyl (E)-N'-(4-bromophenyl)carbamimidothioate hydrobromide Br.BrC1=CC=C(C=C1)\N=C(/N)\SCC1=C(C=CC=C1)CC(=O)NC